FC1(CCC2=C1N=C(N=C2C=2C=C(C=C(C2)OC)S(=O)(C)=N)N2[C@H]([C@@H](C2)O)C)F (3-(7,7-difluoro-2-((2S,3R)-3-hydroxy-2-methylazetidin-1-yl)-6,7-dihydro-5H-cyclopenta[d]pyrimidin-4-yl)-5-methoxyphenyl)(imino)(methyl)-λ6-sulfanone